OCCN(CCCO)C1CCCC1 3-[(2-hydroxyethyl)(cyclopentyl)amino]propan-1-ol